(±)-2-(2-(4-(3-(((T-butoxycarbonyl)amino)methyl)-2-fluorophenyl)-2-methylbenzo[d]oxazol-6-yl)-4-methyl-3,4-dihydro-2H-benzo[b][1,4]oxazin-8-yl)acetic acid ethyl ester C(C)OC(CC1=CC=CC2=C1O[C@@H](CN2C)C2=CC1=C(N=C(O1)C)C(=C2)C2=C(C(=CC=C2)CNC(=O)OC(C)(C)C)F)=O |r|